NC1=NC2=CC(=CC=C2C=C1F)CN(C(=O)C=1C=NN(C1)CC(F)(F)F)C1=CC=CC=2CCS(C21)(=O)=O N-[(2-amino-3-fluoroquinolin-7-yl)methyl]-N-(1,1-dioxo-2,3-dihydro-1λ6-benzothiophen-7-yl)-1-(2,2,2-trifluoroethyl)-1H-pyrazole-4-carboxamide